(1R,3s,5S)-8-((2-Methyl-6-(trifluoromethyl)pyridin-3-yl)sulfonyl)-N-((3-methyloxetan-3-yl)methyl)-8-azabicyclo[3.2.1]octan-3-amine CC1=NC(=CC=C1S(=O)(=O)N1[C@H]2CC(C[C@@H]1CC2)NCC2(COC2)C)C(F)(F)F